3-(3-chloro-4-fluoro-2-methoxyanilino)-2-(3-{2-[methyl(2,2,2-trifluoroethyl)amino]ethoxy}pyridin-4-yl)-1,5,6,7-tetrahydro-4H-pyrrolo[3,2-c]pyridin-4-one ClC=1C(=C(NC2=C(NC3=C2C(NCC3)=O)C3=C(C=NC=C3)OCCN(CC(F)(F)F)C)C=CC1F)OC